benzhydryl-5-(4-methoxyphenyl)pyridine-2,3-diamine C(C1=CC=CC=C1)(C1=CC=CC=C1)C1=C(C(=NC=C1C1=CC=C(C=C1)OC)N)N